3-((S)-2-((tert-butoxycarbonyl)amino)-4-methylpentanylamino)-2-hydroxypentanoic acid C(C)(C)(C)OC(=O)N[C@H](CNC(C(C(=O)O)O)CC)CC(C)C